C1(CCC1)OC=1SC=C(N1)C1=CC(=C(C(=C1)F)N1CCCC1)F 1-[4-(2-Cyclobutoxy-thiazol-4-yl)-2,6-difluoro-phenyl]-pyrrolidin